FC1(CC(C1)CCO)F 2-(3,3-difluorocyclobutyl)ethanol